C12(COCC2C1)CO (3-oxabicyclo(3.1.0)hexane-1-yl)methanol